C(CSCCO)SCCO 2,2'-(ethane-1,2-diylbis(sulfanediyl))bis(ethan-1-ol)